C1(=CC(=CC=C1)C1=NN(C=C1)CC1CCNCC1)C1=CC=CC=C1 4-((3-([1,1'-biphenyl]-3-yl)-1H-pyrazol-1-yl)methyl)piperidine